6,6'-(2,2'-dichloro-[1,1'-biphenyl]-3,3'-diyl)bis(3-(4,5-dihydro-1H-imidazol-2-yl)-2-ethoxypyridine) ClC1=C(C=CC=C1C1=CC=C(C(=N1)OCC)C=1NCCN1)C1=C(C(=CC=C1)C1=CC=C(C(=N1)OCC)C=1NCCN1)Cl